bis[dimethylglyoxime] cobalt (II) [Co+2].CC(C(=NO)C)=NO.CC(C(=NO)C)=NO